FC1=C(C(=C(C(=C1[B-](C1=C(C(=C(C(=C1F)F)F)F)F)(C1=C(C(=C(C(=C1F)F)F)F)F)C1=C(C(=C(C(=C1F)F)F)F)F)F)F)F)F.COC1=CC=C(C[N+](C2=CC=CC=C2)(C)C)C=C1 N-(4-methoxybenzyl)-N,N-dimethylanilinium tetrakis(pentafluorophenyl)borate